(2S)-2-(1,3-benzoxazol-2-ylamino)-N-[(1S)-1-[4-(2-fluorophenyl)-1H-imidazol-2-yl]ethyl]-4-oxo-4-[(2R)-2-phenylpyrrolidin-1-yl]butanamide O1C(=NC2=C1C=CC=C2)N[C@H](C(=O)N[C@@H](C)C=2NC=C(N2)C2=C(C=CC=C2)F)CC(N2[C@H](CCC2)C2=CC=CC=C2)=O